2-(pyridin-3-yl)-N4-(tetrahydro-2H-pyran-4-yl)-N6-(4-(trifluoromethoxy)pyridin-2-yl)pyrimidine-4,6-diamine N1=CC(=CC=C1)C1=NC(=CC(=N1)NC1CCOCC1)NC1=NC=CC(=C1)OC(F)(F)F